3-(4-cyano-2-methoxyphenoxy)-5-methyl-N-(3-(S-methylsulfonimidoyl)phenyl)-6-(trifluoromethyl)pyridazine-4-carboxamide C(#N)C1=CC(=C(OC=2N=NC(=C(C2C(=O)NC2=CC(=CC=C2)S(=O)(=N)C)C)C(F)(F)F)C=C1)OC